C[C@@]12C[C@@H](C[C@@H](CC1)N2C)N(C2=CC=C(N=N2)C2=C(C=C(C=C2)N2C=NC=C2)O)C 2-(6-(((1S,3R,5R)-1,8-dimethyl-8-azabicyclo[3.2.1]octan-3-yl)(methyl)amino)pyridazin-3-yl)-5-(1H-imidazol-1-yl)phenol